Stearyl-CoA C(CCCCCCCCCCCCCCCCC)(=O)SCCNC(CCNC([C@@H](C(COP(OP(OC[C@@H]1[C@H]([C@H]([C@@H](O1)N1C=NC=2C(N)=NC=NC12)O)OP(=O)(O)O)(=O)O)(=O)O)(C)C)O)=O)=O